ClC=1C=C2C(=NC(=NC2=C(C1C1=CC(=CC2=CC=CC=C12)O)F)OCC=O)N1CCNCC1 2-[6-chloro-8-fluoro-7-(3-hydroxy-1-naphthyl)-4-piperazin-1-yl-quinazolin-2-yl]oxyacetaldehyde